methyl-(octyl)carbamic acid tert-butyl ester C(C)(C)(C)OC(N(CCCCCCCC)C)=O